(R)- and (S)-6-Chloro-5-fluorodispiro[benzo[d][1,3]oxazine-4,3'-piperidine-5',1''-cyclopropan]-2(1H)-one ClC1=C(C2=C(NC(O[C@@]23CNCC2(CC2)C3)=O)C=C1)F |r|